diethyl (E)-but-2-enedioate C(\C=C\C(=O)OCC)(=O)OCC